C(C=C)(=O)N[C@H]1C[C@H](CCC1)C(=O)NC=1C=CC(=NC1)NC(C1=NC(=CC=C1)Br)=O N-(5-((1S,3R)-3-acrylamidocyclohexane-1-carboxamido)pyridin-2-yl)-6-bromopicolinamide